C(CC#C)N(C(O)=O)C1=NC(=CC=C1)CO\N=C(\C1=CC=CC=C1)/C1=NN=NN1C.ClC=1C=C2CCN(C2=CC1)C1=C(C(=CC(=C1F)F)F)F 5-chloro-1-(2,3,5,6-tetrafluorophenyl)indoline but-3-yn-1-yl{6-[({[(Z)-(1-methyl-1H-tetrazol-5-yl)(phenyl)methylene]amino}oxy)methyl]pyridin-2-yl}carbamate